Cl.C(C)OC=1C=NNC1 4-ethoxy-1H-pyrazole hydrochloride